NCC1CC(CCC1)CN 1,3-Bis(aminomethyl)-cyclohexan